tert-Butyl methyl((5-methyl-6-((1-(naphthalen-1-yl)cyclopropyl)carbamoyl) benzofuran-2-yl)methyl)carbamate CN(C(OC(C)(C)C)=O)CC=1OC2=C(C1)C=C(C(=C2)C(NC2(CC2)C2=CC=CC1=CC=CC=C21)=O)C